FC1([C@H](C12CCN(CC2)S(=O)(=O)N)C2=NC(=NO2)C2=CC=C(C=C2)C(C)(C)O)F (2R)-1,1-difluoro-2-{3-[4-(2-hydroxypropan-2-yl)phenyl]-1,2,4-oxadiazol-5-yl}-6-azaspiro[2.5]octane-6-sulfonamide